[Ca+2].[N-](S(=O)(=O)C(F)(F)F)S(=O)(=O)C(F)(F)F.C1(CCC1)N1C=NC(=C1)NC(C1=CC(=C(C=C1)C)C#CC=1C=NC=CC1)=O.[N-](S(=O)(=O)C(F)(F)F)S(=O)(=O)C(F)(F)F N-(1-cyclobutyl-imidazole-4-yl)-4-methyl-3-[2-(3-pyridyl)ethynyl]Benzamide bis(trifluoromethanesulfonyl)imide calcium (II)